3-[(3-tert-butylphenoxy)methyl]-1H-1,2,4-triazol-5(4H)-one C(C)(C)(C)C=1C=C(OCC2=NNC(N2)=O)C=CC1